(3S)-1-(5-{7-cyclopropyl-5-[(1R)-1-methyl-1,2,3,4-tetrahydroisoquinoline-2-carbonyl]-pyrazolo[1,5-a]pyrimidin-2-yl}-4-fluoropyridin-2-yl)-N-methylpyrrolidine-3-carboxamide C1(CC1)C1=CC(=NC=2N1N=C(C2)C=2C(=CC(=NC2)N2C[C@H](CC2)C(=O)NC)F)C(=O)N2[C@@H](C1=CC=CC=C1CC2)C